(8R,9R,10S)-10-(hydroxymethyl)-N-(4-methoxyphenyl)-N-methyl-9-[4-(2-phenylethynyl)phenyl]-1,6-diazabicyclo[6.2.0]decane-6-carboxamide OC[C@@H]1[C@@H]([C@@H]2CN(CCCCN12)C(=O)N(C)C1=CC=C(C=C1)OC)C1=CC=C(C=C1)C#CC1=CC=CC=C1